C(C)(CC)NC1=CC=C(C=C1)NC(C)CC N,N'-Di-sec-butyl-p-phenylendiamin